CN1N=CC(=C1)C1=CC=2C3=C(N=CC2C=C1)NC=C3C(=O)N3CCN(CC3)C(=O)OC(C)(C)C tert-butyl 4-(8-(1-methyl-1H-pyrazol-4-yl)-3H-pyrrolo[2,3-c]isoquinoline-1-carbonyl)piperazine-1-carboxylate